CC1([C@H]2CN=C[C@@H]12)C (1R,5S)-6,6-dimethyl-3-azabicyclo[3.1.0]hexane-2-ene